3-(3-phenylpropyl)urea C1(=CC=CC=C1)CCCNC(N)=O